ClC1=CC=C2C(NC3(CCN(CC3)CCOC3=CC4=C(N(C=N4)C4CC(C4)(C)O)C(=C3)C(F)(F)F)C2=C1)=O 6-chloro-1'-(2-{1-[3-hydroxy-3-methylcyclobutyl]-7-(trifluoromethyl)-1H-1,3-benzimidazol-5-yloxy}ethyl)spiro[isoindoline-1,4'-piperidin]-3-one